7-chloro-6-fluoro-1-(2-isopropyl-4-methylpyridin-3-yl)-4-((S)-2-methyl-4-((2,3,4,5-tetrafluoro-6-(trifluoromethyl)phenyl)sulfonyl)piperazin-1-yl)pyrido[2,3-d]pyrimidin-2(1H)-one ClC=1C(=CC2=C(N(C(N=C2N2[C@H](CN(CC2)S(=O)(=O)C2=C(C(=C(C(=C2C(F)(F)F)F)F)F)F)C)=O)C=2C(=NC=CC2C)C(C)C)N1)F